NC=1N=C(C=C2C=C(N=CC12)NC(=O)[C@H]1[C@H](CC1)C)C=1C=NC=CC1C (1R,2S)-N-(8-amino-6-(4-methylpyridin-3-yl)-2,7-naphthyridin-3-yl)-2-methylcyclobutanecarboxamide